FC1=C(C=NO)C(=CC(=C1)OC1=NC=CC=C1)F 2,6-difluoro-4-(pyridin-2-yloxy)benzaldehyde oxime